(R)-2-(methoxymethyl)morpholine hydrochloride Cl.COC[C@H]1CNCCO1